((2-(4-Aminomethylsulfonyl-2,6-difluorophenyl)-7-methylimidazo[1,2-a]pyridin-3-yl) methyl) morpholine-4-carboxylate N1(CCOCC1)C(=O)OCC1=C(N=C2N1C=CC(=C2)C)C2=C(C=C(C=C2F)S(=O)(=O)CN)F